C(CCCCCC)(=O)OC[C@]1(O[C@H](C[C@@H]1O)N1C2=NC(=NC(=C2N=C1)NC(CCCCCCCCCCCCC)=O)F)C#C ((2R,3S,5R)-2-ethynyl-5-(2-fluoro-6-tetradecanamido-9H-purin-9-yl)-3-hydroxytetrahydrofuran-2-yl)methyl heptanoate